[4,7,10-tris(carboxymethyl)-1,4,7,10-tetraazacyclododecan-1-yl]butanoic acid C(=O)(O)CN1CCN(CCN(CCN(CC1)CC(=O)O)CC(=O)O)C(C(=O)O)CC